NC=1C=CC=2N(C3=CC=CC=C3C2C1)C1CCCCC1 3-amino-9-cyclohexylcarbazole